OC1=NC(=NC(=C1)C)C1CCC(CC1)(C(=O)OC)OC methyl 4-(4-hydroxy-6-methylpyrimidin-2-yl)-1-methoxycyclohexanecarboxylate